(Z)-2-cyano-3-hydroxy-N-(4-((4-methoxyphenyl)sulfonyl)phenyl)-3-(5-methylisoxazol-4-yl)acrylamide C(#N)/C(/C(=O)NC1=CC=C(C=C1)S(=O)(=O)C1=CC=C(C=C1)OC)=C(\C=1C=NOC1C)/O